N-(2-(1-((azetidin-3-ylamino)methyl)-6-chloro-1,3,4,9-tetrahydro-2H-pyrido[3,4-b]indol-2-yl)ethyl)-5-chloro-6-(trifluoromethyl)pyridin-2-amine triformate C(=O)O.C(=O)O.C(=O)O.N1CC(C1)NCC1N(CCC2=C1NC1=CC=C(C=C21)Cl)CCNC2=NC(=C(C=C2)Cl)C(F)(F)F